1,1-diphenyl-thiourea C1(=CC=CC=C1)N(C(=S)N)C1=CC=CC=C1